6-(4-(3,4-Difluorophenyl)-2-methyl-1H-imidazol-5-yl)-1H-indazole FC=1C=C(C=CC1F)C=1N=C(NC1C1=CC=C2C=NNC2=C1)C